Cl.CN(C=1SC2=C(C=NC(=C2)C2=C(C=C(C=C2)C=2C=NNC2)O)N1)C1CC(NC(C1)(C)C)(C)C 2-{2-[Methyl-(2,2,6,6-tetramethylpiperidin-4-yl)amino][1,3]thiazolo[4,5-c]pyridin-6-yl}-5-(1H-pyrazol-4-yl)phenol-Hydrochlorid